FC(C1=CC=C(C=C1)CN1CC[C@H](C2=CC=CC=C12)NC(C=C)=O)(F)F N-[(4R)-1-[[4-(Trifluoromethyl)phenyl]methyl]-3,4-dihydro-2H-quinolin-4-yl]prop-2-enamide